neopentyl-amine C(C(C)(C)C)N